ClC=1C=CC(=C(C1)C1=C2C(=NC(=C1)C)C(=CS2)C(=O)O)OCCN2C(=NC=1CC[C@H](CC1C2=O)N2CCC(CC2)OC(F)(F)F)C (R)-7-(5-chloro-2-(2-(2-methyl-4-oxo-6-(4-(trifluoromethoxy)piperidin-1-yl)-5,6,7,8-tetrahydroquinazolin-3(4H)-yl)ethoxy)phenyl)-5-methylthieno[3,2-b]pyridine-3-carboxylic acid